4-{3-[{{1-azabicyclo-[2.2.2]octan-4-yl}meth-yl}amino]-1-{4-[(3R)-3-methoxypyrrolidin-1-yl]phenyl}-1H-pyrazol-5-yl}-2-fluorobenzonitrile N12CCC(CC1)(CC2)CNC2=NN(C(=C2)C2=CC(=C(C#N)C=C2)F)C2=CC=C(C=C2)N2C[C@@H](CC2)OC